CC1=C(C=C(C(=C1)C)[N+](=O)[O-])C1=NOC2(C1)CCCCC2 3-(2,4-dimethyl-5-nitro-phenyl)-1-oxa-2-azaspiro[4.5]dec-2-ene